5-(2-((3,4-dichlorobenzyl)amino)pyrimidin-5-yl)-1,3,4-oxadiazole-2(3H)-on ClC=1C=C(CNC2=NC=C(C=N2)C2=NNC(O2)=O)C=CC1Cl